1-ethyl-3-methylimidazole bis-trifluoromethanesulfonimide salt [N-](S(=O)(=O)C(F)(F)F)S(=O)(=O)C(F)(F)F.[N-](S(=O)(=O)C(F)(F)F)S(=O)(=O)C(F)(F)F.C(C)N1CN(C=C1)C